5-chloro-2-[4-((3S)-piperidin-3-yl)phenyl]pyrrole ClC1=CC=C(N1)C1=CC=C(C=C1)[C@H]1CNCCC1